5-Methoxy-2-chloro-1H-indole-3-carboxaldehyde COC=1C=C2C(=C(NC2=CC1)Cl)C=O